2-cyano-1-(5-(1-(3-fluoro-2-thienylformyl)pyrrolidine-3-yl)pentyl)-3-(4-pyridinyl)guanidine C(#N)N=C(NCCCCCC1CN(CC1)C(=O)C=1SC=CC1F)NC1=CC=NC=C1